CC1=NNC(=C1)OCCNC(OC(C)(C)C)=O tert-butyl N-[2-[(3-methyl-1H-pyrazol-5-yl)oxy]ethyl]carbamate